NCC=1C=C(C=CC1)C=1C=CC2=C(C(=C(O2)C2=CC=C(C=C2)F)COC2=C(C=CC(=C2)OC)CC(=O)OCC)C1 ethyl 2-(2-((5-(3-(aminomethyl)phenyl)-2-(4-fluorophenyl)benzofuran-3-yl)methoxy)-4-methoxyphenyl)acetate